NC1=NC2=NC=C(N=C2C(=N1)N)CCl 2,4-diamino-6-chloromethylpteridine